(4R)-hydroxy-(1R)-(trimethylsilyl)proline trimethylsilyl ester C[Si](C)(C)OC([C@]1(N(CCC1)[Si](C)(C)C)O)=O